FC1=C(C(=CC(=C1)F)F)C1=CC=CC2=C1C(=NO2)N 4-(2,4,6-trifluorophenyl)-1,2-benzoxazol-3-amine